(S)-acridine-2-carboxylic acid C1=C(C=CC2=NC3=CC=CC=C3C=C12)C(=O)O